8-Benzyloxy-1,4-dioxaspiro[4.5]decane C(C1=CC=CC=C1)OC1CCC2(OCCO2)CC1